8-((4-bromo-2-fluorophenyl)amino)-5-fluoro-2-(2-hydroxyethoxy)-7-methyl-3,4-dihydro-2,7-naphthyridine-1,6(2h,7h)-dione BrC1=CC(=C(C=C1)NC=1N(C(C(=C2CCN(C(C12)=O)OCCO)F)=O)C)F